5-((benzoyloxy)methyl)-3-ethynyltetrahydrofuran-2,3,4-triyl tribenzoate C(C1=CC=CC=C1)(=O)OC1OC(C(C1(C#C)OC(C1=CC=CC=C1)=O)OC(C1=CC=CC=C1)=O)COC(C1=CC=CC=C1)=O